C1(=C(C=CC(=C1)C)C)P(C1=C(C=CC(=C1)C)C)C1=C(C=CC(=C1)C)C tri(2,5-xylyl)phosphine